C(C)(C)(C)OC(=O)N1C=CC2=C(C(=CC(=C12)C)OC(F)F)O[C@@H]1[C@H](CN(CC1)C(=O)OC(C)(C)C)C1=CC=C(C=C1)C(=O)OC |r| (±)-rel-(3S,4S)-4-((1-(tert-butyloxycarbonyl)-3-(4-(methoxycarbonyl)phenyl)piperidin-4-yl)oxy)-5-(difluoromethoxy)-7-methyl-1H-indole-1-carboxylic acid tert-butyl ester